1,4'-bipyridine N1(CC=CC=C1)C1=CC=NC=C1